C(#N)C1=CC(=NC=C1)[Na] (4-cyano-2-pyridinyl)sodium